ethyl 4-benzyloxy-3-chloro-5-methoxybenzoate C(C1=CC=CC=C1)OC1=C(C=C(C(=O)OCC)C=C1OC)Cl